3-lauryl-thiopropionate C(CCCCCCCCCCC)CCC(=S)[O-]